4-(4-chloro-1H-pyrazol-1-yl)-1-piperidinecarboxylic acid-1,1-dimethylethyl ester CC(C)(C)OC(=O)N1CCC(CC1)N1N=CC(=C1)Cl